5-[2-chloro-6-cyano-4-[1-[4-[[2-(methanesulfonamido)pyrimidin-4-yl]methoxy]phenyl]-1-methyl-ethyl]phenoxy]pentanoic acid ClC1=C(OCCCCC(=O)O)C(=CC(=C1)C(C)(C)C1=CC=C(C=C1)OCC1=NC(=NC=C1)NS(=O)(=O)C)C#N